S(=O)(=O)([O-])[O-].[Ag+].[Ag+] silver(i) sulfate